2-(5H-imidazo[5,1-a]isoindol-5-yl)cyclobutan C=1N=CN2C1C1=CC=CC=C1C2C2CCC2